(2'-hydroxy-3'-(2-butyl)-5'-(tert-butyl)phenyl)benzotriazole OC1=C(C=C(C=C1C(C)CC)C(C)(C)C)C1=CC=CC=2NN=NC21